NC1=NC=NN2C1=C(C=C2C2CCN(CC2)C(C(C)C)=O)C2=CC=C(C=C2)NC(=O)C=2C(N(C(=C(C2)N2CCOCC2)C)C2=CC=CC=C2)=O N-{4-[4-amino-7-(1-isobutyrylpiperidin-4-yl)pyrrolo[2,1-f][1,2,4]triazin-5-yl]phenyl}-6-methyl-5-morpholin-4-yl-2-oxo-1-phenyl-1,2-dihydropyridine-3-carboxamide